N-(2-ethoxy)ethyl-5-valerolactam CCOCCN1C(CCCC1)=O